C[N+]1=CC=C(C=C1)C2=CC3=C4C=C(C=C[N+]4=C(N3C=C2)N(C)C)C5=CC=[N+](C=C5)C The molecule is a pyridinium ion that is the dimethyl derivative of 6-(dimethylamino)-2,10-bis(pyridine-4-yl)imidazo[1,5-a:3,4-a']dipyridin-5-ium. It has a role as a fluorochrome.